C1(CCC1)OC1=C2CC[C@@H](N(C2=CC=C1C=1C=NN(C1)C1CCNCC1)C(=O)C1CC1)C [(2S)-5-(Cyclobutyloxy)-3,4-dihydro-2-methyl-6-[1-(4-piperidinyl)-1H-pyrazol-4-yl]-1(2H)-quinolinyl]cyclopropylmethanone